C(C)OC(=O)N1CC(C1)N1N=C2C=CC(=CC2=C1COC1=C(C=CC=C1)CC(=O)OCC)C1=CC=C2C=CN=C(C2=C1)N 3-(5-(1-aminoisoquinolin-7-yl)-3-((2-(2-ethoxy-2-oxoethyl)phenoxy)methyl)-2H-indazol-2-yl)azetidine-1-carboxylic acid ethyl ester